S1N=C(C2=C1C=CC=C2)N2CCN(CC2)CCCCN2C([C@H]1CCCC[C@H]1C2=O)=O (3aR,7aS)-2-{4-[4-(1,2-benzisothiazol-3-yl)piperazin-1-yl]butyl}hexahydro-1H-isoindole-1,3(2H)-dione